CN1N=CC=C1N1C(OC2(CCCC2)C2=C1C=CC=C2)=O 1-(1-methyl-1H-pyrazol-5-yl)spiro[benzo[d][1,3]oxazin-4,1'-cyclopentane]-2(1H)-one